N1C(=C(C(=C1C=C1C=CC(=N1)C=C1C=CC(=N1)C=C1C=CC=N1)C(=O)[O-])C(=O)[O-])C(=O)[O-] biLin-triat